[Cl-].C(CCCCCCCCCCCCCCCCC)[N+](C)(C)CCCCCCCCCCCCCCCCCC Distearyldi-methylammonium chlorid